C([C@H]1CO1)OC(CCC)=O butyric acid (R)-glycidyl ester